(R)-pyrrolidin-3-ylmethylcarbamate N1C[C@@H](CC1)CNC([O-])=O